Allyl 1-(2-(4-(tert-butoxycarbonyl)piperazin-1-yl)ethyl)-3-(3-(4-chloro-3,5-dimethylphenoxy)propyl)-7-(1,3,5-trimethyl-1H-pyrazol-4-yl)-1H-indole-2-carboxylate C(C)(C)(C)OC(=O)N1CCN(CC1)CCN1C(=C(C2=CC=CC(=C12)C=1C(=NN(C1C)C)C)CCCOC1=CC(=C(C(=C1)C)Cl)C)C(=O)OCC=C